N1(N=NC=C1)C[C@H]1N(C[C@@H](C1)N)C(=O)OC(C)(C)C tert-Butyl (2S,4R)-2-((1H-1,2,3-triazol-1-yl)methyl)-4-aminopyrrolidine-1-carboxylate